[Ir].C/1=C/CC\C=C/CC1 (1Z,5Z)-cycloocta-1,5-diene iridium